C(C)NC1[C@@H]2CNC[C@H]12 (1R,5S,6s)-N-ethyl-3-azabicyclo[3.1.0]Hexane-6-amine